4,4,5,5-tetramethyl-2-(4-(oxetan-3-yl)phenyl)-1,3,2-dioxaborolane CC1(OB(OC1(C)C)C1=CC=C(C=C1)C1COC1)C